C(CCC)C(CO)(C(CC)O)CC 2-(n-butyl)-2-ethyl-1,3-pentandiol